CC1=C(C=CC(=N1)N[C@@H]1CN(CC1)C(=O)OC(C)(C)C)C1=NN(C(=N1)C(F)(F)F)C([2H])([2H])[2H] tert-butyl (3S)-3-({6-methyl-5-[1-(2H3)methyl-5-(trifluoromethyl)-1H-1,2,4-triazol-3-yl]pyridin-2-yl}amino)pyrrolidine-1-carboxylate